C(C1=CC=CC=C1)OC1=NC(=CC=C1C1=NN(C2=CC(=CC=C12)C=1C(CN(CC1)C(=O)OC(C)(C)C)(F)F)CC)OCC1=CC=CC=C1 tert-butyl 4-[3-(2,6-dibenzyloxy-3-pyridyl)-1-ethyl-indazol-6-yl]-3,3-difluoro-2,6-dihydropyridine-1-carboxylate